NC1=NC=NC2=CC=C(C=C12)C=1C(=C(C=CC1F)NS(=O)(=O)C1=C(C=CC(=C1)Cl)Cl)F N-(3-(4-aminoquinazolin-6-yl)-2,4-difluorophenyl)-2,5-dichlorobenzenesulfonamide